1-(3-{[4-methylmorpholin-2-yl]methoxy}pyridin-4-yl)methanamine CN1CC(OCC1)COC=1C=NC=CC1CN